C(CCCCCCCCCCCCCCC)OC(O[Si](OCCCCCCN(CCO)CCO)(C)C)CSSCCCCCCCCCCCC 13-(hexadecyloxy)-3-(2-hydroxyethyl)-11,11-dimethyl-10,12-dioxa-15,16-dithia-3-aza-11-silaoctacosan-1-ol